C1(CC1)N1N=CC(=C1)N 1-cyclopropyl-1H-pyrazol-4-amine